N1=CC=C(C=C1)N=NC1=CC=NC=C1 trans-1,2-bis(4-pyridyl)diazene